N1=C(C=CC=C1)C1=NC2=C3N=CC=CC3=CC=C2C=C1 2-pyridyl-1,10-phenanthroline